sodium phosphoethoxide P(=O)(=O)C([O-])C.[Na+]